1-(2-chlorophenyl)-7-(trifluoromethyl)-6-vinylquinazoline-2,4(1H,3H)-dione ClC1=C(C=CC=C1)N1C(NC(C2=CC(=C(C=C12)C(F)(F)F)C=C)=O)=O